(2,3-epoxypropyl)tris(2-hydroxyethyl)ammonium chloride [Cl-].C(C1CO1)[N+](CCO)(CCO)CCO